CN(C(N(CCCCCCCCCCCCCCCCCC)C)=O)CCCCCCCCCCCCCCCCCC dimethyl-dioctadecyl-urea